OC=1C=C(C=CC1)C1=NN(C(C1)C1=CC=C(C=C1)OC)C(CC)=O 1-[3-(3-Hydroxyphenyl)-5-(4-methoxyphenyl)-4,5-dihydropyrazol-1-yl]-propan-1-one